CC1(C2CC1C(=C)C(C2)O)C The molecule is a pinane monoterpenoid that is a bicyclo[3.1.1]heptane substituted by two methyl groups at position 6, a methylidene group at position 2 and a hydroxy group at position 3. It has a role as a GABA modulator, a plant metabolite, a volatile oil component and a mouse metabolite. It is a pinane monoterpenoid, a secondary alcohol and a carbobicyclic compound.